CC1(OC[C@@H]2[C@H](O1)[C@H](C[C@]1(O2)OCC(C1)C)N1N=NC(=C1)C1=CC(=C(C(=C1)F)F)F)C (2S,4a'R,7'R,8'S,8a'R)-2',2',4-trimethyl-8'-(4-(3,4,5-trifluorophenyl)-1H-1,2,3-triazol-1-yl)hexahydro-3H,4'H-spiro[furan-2,6'-pyrano[3,2-d][1,3]dioxin]